CCC(CCCC)N 3-heptylamine